5,10,15,20-tetrakis(3,5-dibromophenyl)porphyrin tert-Butyl-N-[(1R)-1-formyl-2-methoxy-ethyl]carbamate C(C)(C)(C)N(C(O)=O)[C@H](COC)C=O.BrC=1C=C(C=C(C1)Br)C=1C2=CC=C(N2)C(=C2C=CC(C(=C3C=CC(=C(C=4C=CC1N4)C4=CC(=CC(=C4)Br)Br)N3)C3=CC(=CC(=C3)Br)Br)=N2)C2=CC(=CC(=C2)Br)Br